1-thiopyran S1CC=CC=C1